ClCCN1C2=C(N=C3C(NC(N=C13)=O)=O)C=C(C(=C2)C#N)C#N 10-(2-chloroethyl)-2,4-dioxo-2,3,4,10-tetrahydrobenzo[g]pteridine-7,8-dicarbonitrile